Methyl 3-{4-[5-(adamantan-1-yl)-2-methoxybenzoyl]phenyl}propanoate C12(CC3CC(CC(C1)C3)C2)C=2C=CC(=C(C(=O)C3=CC=C(C=C3)CCC(=O)OC)C2)OC